1-[3-[4-[3-chloro-4-(difluoromethoxy)anilino]quinazolin-6-yl]-1-piperidyl]prop-2-en-1-one ClC=1C=C(NC2=NC=NC3=CC=C(C=C23)C2CN(CCC2)C(C=C)=O)C=CC1OC(F)F